FC=1C=C(C=CC1)C1=NOC(=N1)[C@@H](C)NC(=O)C1=C(N=C(S1)C)C (R)-N-(1-(3-(3-fluorophenyl)-1,2,4-oxadiazol-5-yl)ethyl)-2,4-dimethylthiazole-5-carboxamide